benzyl (2-((2S)-2-(2-((benzo[d][1,3]dioxol-5-ylmethyl)amino)-1-hydroxy-2-oxoethyl)pyrrolidin-1-yl)-2-oxoethyl)carbamate O1COC2=C1C=CC(=C2)CNC(C(O)[C@H]2N(CCC2)C(CNC(OCC2=CC=CC=C2)=O)=O)=O